2-cyclobutyl-2-hydroxy-N-(4-methyl-3-pyridin-2-ylphenyl)propanamide C1(CCC1)C(C(=O)NC1=CC(=C(C=C1)C)C1=NC=CC=C1)(C)O